FC=1C(=CC2=C(C(N3[C@@H](CO2)C[C@@H](C3)O)=O)C1OCCN1CCCC1)C (2S,11aR)-7-Fluoro-2-hydroxy-8-methyl-6-(2-(pyrrolidin-1-yl)ethoxy)-2,3,11,11a-tetrahydro-1H,5H-benzo[f]pyrrolo[2,1-c][1,4]oxazepin-5-one